N-(3-(aminomethyl)-4-chlorophenyl)-5-(4-fluoro-3-((trifluoromethyl)thio)phenyl)-5-(trifluoromethyl)-4,5-dihydroisoxazol-3-amine NCC=1C=C(C=CC1Cl)NC1=NOC(C1)(C(F)(F)F)C1=CC(=C(C=C1)F)SC(F)(F)F